ClCC1=NC=C(C(=C1C)O)C 2-(chloromethyl)-4-hydroxy-3,5-lutidine